ClC1=NC=C(C=C1C(C1(CCN(CC1)C(=O)OC(C)(C)C)C)O)OC tert-butyl 4-((2-chloro-5-methoxypyridin-3-yl) (hydroxy) methyl)-4-methylpiperidine-1-carboxylate